C(C)C1(NC=CC(=N1)N)N 2-ethyl-pyrimidine-2,4-diamine